5-(8,9-dihydro-7H-cyclopenta[c][1,2,4]triazolo[1,5-a]pyridin-6-yl)-4-isopropyl-3-methyl-6H-thieno[2,3-b]pyrrole N=1C=NN2C1C1=C(C(=C2)C2=C(C3=C(N2)SC=C3C)C(C)C)CCC1